O=C1NC(CCC1N1C(C2=CC=CC(=C2C1=O)NC=1C=C2C=NN(C2=CC1OC)C1CCOCC1)=O)=O 2-(2,6-dioxo-3-piperidyl)-4-[(6-methoxy-1-tetrahydropyran-4-yl-indazol-5-yl)amino]isoindoline-1,3-dione